2,7-diazaspiro[3.5]Nonane-7-carboxylic acid C1NCC12CCN(CC2)C(=O)O